C(N)(=N)C=1C=C(SC1)C(C(=O)OC)NC(=O)[C@H]1N(C[C@@H](C1)OC(F)F)C(CNC(C1=CC=C(C=C1)OC1=CC=CC=C1)=O)=O methyl 2-(4-carbamimidoylthiophen-2-yl)-2-((2S,4R)-4-(difluoromethoxy)-1-((4-phenoxybenzoyl)glycyl)pyrrolidine-2-carboxamido)acetate